CC(C(C1=C(C=CC=C1)[N+](=O)[O-])C(C)(C)N(P(OCCC#N)([O-])=O)C(C)C)(C)C 2-Cyanoethyl (2,2-dimethyl-1-(2-nitrophenyl)propyl)diisopropylphosphoramidate